C(CC)C(C(C(=O)OCC)(C#N)C(C)C)C(=O)OCC diethyl 3-propyl-2-isopropyl-2-cyano-succinate